The molecule is a 1,2-diglyceride in which the acyl groups at positions 1 and 2 are specified as (11Z)-octadecenoyl. It has a role as a Mycoplasma genitalium metabolite. It is a 1,2-diglyceride and a diacylglycerol 36:2. It derives from a cis-vaccenic acid. CCCCCC/C=C\\CCCCCCCCCC(=O)OCC(CO)OC(=O)CCCCCCCCC/C=C\\CCCCCC